C12CC(=CCC1C2(C)C)C (E)-3-carene